2-(2,4-bis(trifluoromethyl)phenyl)-N-(4-fluorophenyl)-N-((5-(5-(morpholine-4-carbonyl)pyrimidin-2-yl)-1,3,4-oxadiazol-2-yl)methyl)acetamide FC(C1=C(C=CC(=C1)C(F)(F)F)CC(=O)N(CC=1OC(=NN1)C1=NC=C(C=N1)C(=O)N1CCOCC1)C1=CC=C(C=C1)F)(F)F